COC1=CC(=CC(=C1OC)OC)[C@H]2[C@@H]3[C@H](COC3=O)[C@H](C4=CC5=C(C=C24)OCO5)O The molecule is an organic heterotetracyclic compound that has a furonaphthodioxole skeleton bearing a 3,4,5-trimethoxyphenyl substituent. It is found in the roots and rhizomes of Podophyllum species and is used for the topical treatment of genital warts. It has a role as an antineoplastic agent, a keratolytic drug, a tubulin modulator, a microtubule-destabilising agent, an antimitotic and a plant metabolite. It is a furonaphthodioxole, a lignan and an organic heterotetracyclic compound.